OC(=O)C(F)(F)F.FC1=C(C=C(CN2C(NC(C=C2)=O)=O)C=C1)C=1CCNCC1 1-(4-Fluoro-3-(1,2,3,6-tetrahydropyridin-4-yl)benzyl)pyrimidine-2,4(1H,3H)-dione TFA salt